CC(CC)(C(C(=O)O)(C(=O)O)CCC)CCC methyl-propyl-dipropylmalonic acid